potassium silicon hydride [SiH4].[K]